C(#N)C1=CC=2N(N=C1)C(=CC2)C2=NC=C(C(=O)NC[C@H](C(C)(C)O)F)C(=C2)NC2CCC(CC2)N2N=NC(=C2)C2COC2 6-(3-cyanopyrrolo[1,2-b]pyridazin-7-yl)-N-((R)-2-fluoro-3-hydroxy-3-methylbutyl)-4-(((1r,4R)-4-(4-(oxetan-3-yl)-1H-1,2,3-triazol-1-yl)cyclohexyl)amino)nicotinamide